tert-butyl 1-((methylthio) methyl)-3,8-diazabicyclo[3.2.1]octane-8-carboxylate CSCC12CNCC(CC1)N2C(=O)OC(C)(C)C